(S)-1-chloro-3-(4-(2-(4-((S)-2-hydroxy-3-(5-(hydroxymethyl)-4-iodo-1H-1,2,3-triazol-1-yl)propoxy)phenyl)propan-2-yl)-2-iodophenoxy)propan-2-ol ClC[C@H](COC1=C(C=C(C=C1)C(C)(C)C1=CC=C(C=C1)OC[C@H](CN1N=NC(=C1CO)I)O)I)O